NC=1C=2N(C(=C(N1)C1=CC=C(C=C1)F)C=1C=CC=3N(C1)C(=CN3)C)C=C(N2)C(=O)NC23CC(C2)(C3)N3CCCC3 8-amino-6-(4-fluorophenyl)-5-{3-methylimidazo[1,2-a]pyridin-6-yl}-N-[3-(pyrrolidin-1-yl)bicyclo[1.1.1]pentan-1-yl]imidazo[1,2-a]pyrazine-2-carboxamide